Ethyl (R)-2-((R)-1-aminopropan-2-yl)-5-(3,4-dichlorobenzoyl)-6-methyl-4,5,6,7-tetrahydro-2H-pyrazolo[4,3-c]pyridine-3-carboxylate hydrogen chloride Cl.NC[C@@H](C)N1N=C2C(CN([C@@H](C2)C)C(C2=CC(=C(C=C2)Cl)Cl)=O)=C1C(=O)OCC